4,4'-diamino-2,2'-biphenyl-disulfonic acid NC=1C=C(C(=CC1)C=1C(=CC(=CC1)N)S(=O)(=O)O)S(=O)(=O)O